BrC1=CC(=NC=C1)[C@H](CC)N[S@](=O)C(C)(C)C (R)-N-((S)-1-(4-bromopyridin-2-yl)propyl)-2-methylpropan-2-sulfinamide